C(CC)OC(=O)C=1C=NN(C1)C(C(F)(F)F)(C)C 1-(1,1,1-trifluoro-2-methylpropan-2-yl)-1H-pyrazole-4-carboxylic acid propyl ester